OC(C)(C)C=1C=C(SC1)[S@@](=O)(N)=NC(NC1=C2C(=NC3=C1CCC3)[C@@H](CC2)C)=O |&1:24| (R,R/S)-4-(2-hydroxypropan-2-yl)-N'-((3-methyl-1,2,3,5,6,7-hexahydro-dicyclopenta[b,e]pyridin-8-yl)carbamoyl)thiophene-2-sulfonimidamide